[Si](C)(C)(C(C)(C)C)OC1CC(C1)(O)C 3-[tert-butyl(dimethyl)silyl]oxy-1-methyl-cyclobutanol